[Fe].[Nd].[Co] cobalt neodymium iron